FC([S@](=O)(=N)C1=C(C(=O)NCC2=NC=C3C=CC(=NC3=C2)C2=NC(=CC=C2)N2C[C@@H](NC(C2)=O)C)C=CC=C1)F ((S)-S-(difluoromethyl)sulfonimidoyl)-N-((2-(6-((S)-3-methyl-5-oxopiperazin-1-yl)pyridin-2-yl)-1,6-naphthyridin-7-yl)methyl)benzamide